tert-butyl (2R,5S)-5-(((S)-3-(((tert-butyldimethylsilyl)oxy)methyl)morpholino)methyl)-2-methylpiperazine-1-carboxylate [Si](C)(C)(C(C)(C)C)OC[C@@H]1COCCN1C[C@@H]1NC[C@H](N(C1)C(=O)OC(C)(C)C)C